tert-butyl (3-((4-(2-methyl-6-(methyl carbamoyl)pyridin-3-yl) piperazin-1-yl)methyl)phenyl)carbamate CC1=NC(=CC=C1N1CCN(CC1)CC=1C=C(C=CC1)NC(OC(C)(C)C)=O)C(NC)=O